1-((1S,4S)-7,7-dimethyl-2-oxo-bicyclo[2.2.1]heptane-1-yl)-N-(methylsulfonyl)methanesulfonamide CC1([C@@]2(C(C[C@@H]1CC2)=O)CS(=O)(=O)NS(=O)(=O)C)C